2-(1-cyclohexenyl)acetonitrile C1(=CCCCC1)CC#N